C(C)OC(=O)C1=C(N=C(S1)NC1=NC(=CC(=N1)N1CCC(CC1)O)CC1=CC=C(C=C1)S(=O)(=O)C)C 2-[[4-(4-hydroxypiperidin-1-yl)-6-(4-methylsulfonyl-benzyl)-2-pyrimidinyl]amino]-4-methyl-5-thiazolecarboxylic acid ethyl ester